C(C)(C)(C)OC(N[C@@H]1CN(C[C@@H]1COC)C1=NC=2CC[C@@H](CC2C=C1)NC=1C=C2C(=NC1)N(C=C2)CC)=O N-[(3S,4S)-1-[(6S)-6-[1-ethyl-1H-pyrrolo[2,3-b]pyridin-5-ylamino]-5,6,7,8-tetrahydroquinolin-2-yl]-4-(methoxymethyl)pyrrolidin-3-yl]carbamic acid tert-butyl ester